tert-Butyl 4-(bromomethylene)piperidine-1-carboxylate BrC=C1CCN(CC1)C(=O)OC(C)(C)C